(R)-5-bromo-3-(1-(2-(5-((6,7-dihydro-4H-pyrazolo[5,1-c][1,4]oxazin-2-yl)methyl)-2-methyl-2H-1,2,3-triazol-4-yl)-5-fluorophenyl)ethoxy)pyridin-2-amine BrC=1C=C(C(=NC1)N)O[C@H](C)C1=C(C=CC(=C1)F)C1=NN(N=C1CC1=NN2C(COCC2)=C1)C